CN(CCCOC1=NC=C(C=C1NS(=O)(=O)C1=CC=C(C=C1)NC(C)=O)C1=CC=2C3=C(C=NC2C=C1)N(C(C31CC1)=O)C)C N-(4-(N-(2-(3-(Dimethylamino)propoxy)-5-(3'-methyl-2'-oxo-2',3'-dihydrospiro[cyclopropane-1,1'-pyrrolo[2,3-c]quinolin]-8'-yl)pyridin-3-yl)sulfamoyl)phenyl)acetamide